NC1=C(C(=O)NC23CCC(CC2)(CC3)O)C=C(C=N1)C1=CC=C(C=C1)C13CN(CC3C1)CCOC 2-amino-N-(4-hydroxy-bicyclo[2.2.2]oct-1-yl)-5-(4-(3-(2-methoxyethyl)-3-azabicyclo[3.1.0]hex-1-yl)phenyl)nicotinamide